4-(2,4-Dichlorophenyl)-5-[4-[(3S)-1-(3-fluoropropyl)pyrrolidin-3-yl]oxyphenyl]-2,3-dihydro-1-benzoxepin-8-ol ClC1=C(C=CC(=C1)Cl)C=1CCOC2=C(C1C1=CC=C(C=C1)O[C@@H]1CN(CC1)CCCF)C=CC(=C2)O